(4,4,5,5-tetramethyl-1,3,2-dioxaborolan-2-yl)benzamide CC1(OB(OC1(C)C)C1=C(C(=O)N)C=CC=C1)C